3-(4-((8-azidooctyl)amino)-1-oxoisoindolin-2-yl)piperidine-2,6-dione N(=[N+]=[N-])CCCCCCCCNC1=C2CN(C(C2=CC=C1)=O)C1C(NC(CC1)=O)=O